2-methoxy-5-(3,4,5-trifluorophenyl)-1H-imidazole COC=1NC(=CN1)C1=CC(=C(C(=C1)F)F)F